3-isopropyl-heptyl alcohol C(C)(C)C(CCO)CCCC